BrC1=C2C(=NN(C2=CC=C1)CC(=O)OCC)C1CCN(CCC1)C(=O)OC(C)(C)C tert-butyl 4-[4-bromo-1-(2-ethoxy-2-oxoethyl)indazol-3-yl]azepane-1-carboxylate